tert-butyl 3-formyl-4-(1-methyl-1H-pyrazol-4-yl)benzoate C(=O)C=1C=C(C(=O)OC(C)(C)C)C=CC1C=1C=NN(C1)C